COC=1C=C(C=CC1)N1N=NC(=C1)C=1C(NC2=CC=CC=C2C1)=O 3-[1-(3-methoxy-phenyl)-1H-[1,2,3]triazol-4-yl]-1H-quinolin-2-one